FC(CNC1=NC=CC(=N1)C1(CC1)NC(OC(C)(C)C)=O)(F)F tert-butyl (1-(2-((2,2,2-trifluoroethyl)amino)pyrimidin-4-yl)cyclopropyl)carbamate